acetyl p-methylbenzoyl peroxide CC1=CC=C(C(=O)OOC(C)=O)C=C1